(1S,2S,5R)-2-(chloromethyl)-5-(4-fluorobenzyl)-2-methyl-1-(1H-1,2,4-triazol-1-ylmethyl)cyclopentan-1-ol ClC[C@@]1([C@]([C@H](CC1)CC1=CC=C(C=C1)F)(O)CN1N=CN=C1)C